7,10,18-trioxo-14-oxa-2,6,11,17-tetra-azanonadecan O=C(NCCCNC)CCC(NCCOCCNC(C)=O)=O